CN(C(=O)C1CCS(CC1)(=O)=O)[C@H](C(F)(F)F)C1=CC=C(C=C1)N1CCCC2=C(C=NC=C12)OC N-methyl-1,1-dioxo-N-[(1S)-2,2,2-trifluoro-1-[4-(5-methoxy-3,4-dihydro-2H-1,7-naphthyridin-1-yl)phenyl]ethyl]thiane-4-carboxamide